3-(bis(tert-butoxycarbonyl)amino)-7-(prop-1-en-2-yl)-1H-indazole-1-carboxylic acid tert-butyl ester C(C)(C)(C)OC(=O)N1N=C(C2=CC=CC(=C12)C(=C)C)N(C(=O)OC(C)(C)C)C(=O)OC(C)(C)C